C1(CCCCCCCCC1)C(C(C(=O)[O-])=C)(C1CCCCCCCCC1)C1CCCCCCCCC1 tricyclodecylmethacrylate